C(C)(=O)C1=NN(C2=CC=C(C=C12)C=1C=NC=2N(C1)N=CC2)CC(=O)N2[C@@H](C[C@H](C2)F)C(=O)NC2=NC(=CN=C2)Br (2S,4R)-1-(2-(3-acetyl-5-(pyrazolo[1,5-a]pyrimidin-6-yl)-1H-indazol-1-yl)acetyl)-N-(6-bromopyrazin-2-yl)-4-fluoropyrrolidine-2-carboxamide